[C].[Ti].[Sn] tin-titanium carbon